N-((5-oxotetrahydrofuran-2-yl)methyl)acetamide O=C1CCC(O1)CNC(C)=O